C[C@@]12C[C@H](N([C@H]2C1)C(CNC(C1=CN=C(C=C1)OC1=CC=CC=C1)=O)=O)C(=O)OCC1=CC=CC=C1 benzyl (1S,3S,5S)-5-methyl-2-((6-phenoxynicotinoyl)glycyl)-2-azabicyclo[3.1.0]hexane-3-carboxylate